methyl 1-(3-hydroxypropyl)-2-oxo-1,2-dihydropyridine-3-carboxylate OCCCN1C(C(=CC=C1)C(=O)OC)=O